N[C@@H](C(=O)NCC(=O)NCCCCOC1=CC(=CC=C1)C(C(N[C@H](CCCN\C(=N/C(NCCNC(CC)=O)=O)\N)C(NCC1=CC=C(C=C1)O)=O)=O)C1=CC=CC=C1)CC(=O)N (2R)-2-amino-N1-(2-((4-(3-((4R,Z)-9-amino-4-((4-hydroxybenzyl)carbamoyl)-2,11,16-trioxo-1-phenyl-3,8,10,12,15-pentaazaoctadec-9-en-1-yl)phenoxy)butyl)amino)-2-oxoethyl)succinamide